4-[4-(6-Chloro-7-{[1-(1-methylethyl)piperidin-4-yl]amino}-3H-imidazo[4,5-b]pyridin-2-yl)phenyl]-1-[2-(1-methylethoxy)ethyl]piperazin-2-one ClC=1C(=C2C(=NC1)NC(=N2)C2=CC=C(C=C2)N2CC(N(CC2)CCOC(C)C)=O)NC2CCN(CC2)C(C)C